NCCCNCCN(CCNCCCN)CCCN N,N',N''-tris(3-aminopropyl)diethylenetriamine